C(C(C)(C)C)(=O)ON1N=CC2=CC(=CC=C12)Br 5-bromo-1H-indazol-1-yl pivalate